methyl 4-(5-aminopyridin-2-yl)-1-methyl-1H-1,2,3-triazole-5-carboxylate hydrochloride salt Cl.NC=1C=CC(=NC1)C=1N=NN(C1C(=O)OC)C